C(=O)C1=C(OCC2=CC(=C(C(=O)OC)C=C2)O)C=CC=C1 methyl 4-((2-formylphenoxy)methyl)-2-hydroxybenzoate